C(C)(C)(C)OC(=O)N1CC2(C1)CCC(CC2)OC2=NC(=C(C=C2)Br)OC.C2(CC2)C=2C=CC(=NC2OC)OC2CCC1(CN(C1)C(=O)OC(C)(C)C)CC2 tert-Butyl 7-((5-cyclopropyl-6-methoxypyridin-2-yl)oxy)-2-azaspiro[3.5]nonane-2-carboxylate tert-Butyl-7-((5-bromo-6-methoxypyridin-2-yl)oxy)-2-azaspiro[3.5]nonane-2-carboxylate